O1C(CCCC1)O[C@@H](C)C=1N(C=CN1)CC1=NOC(=C1)C1=CC=C(C=C1)C#CC#CCN1CC2(COC2)C1 6-(5-(4-(3-((2-((1S)-1-((tetrahydro-2H-pyran-2-yl)oxy)ethyl)-1H-imidazol-1-yl)methyl)isoxazol-5-yl)phenyl)pentane-2,4-diyn-1-yl)-2-oxa-6-azaspiro[3.3]heptane